The molecule is a ceramide phosphoinositol compound having a tetracosanoyl group amide-linked to a C20 phytosphingosine base, with hydroxylation at C-2 and C-3 of the C24 very-long-chain fatty acid. CCCCCCCCCCCCCCCCCCCCCC(C(C(=O)N[C@@H](COP(=O)(O)OC1[C@@H]([C@H](C([C@H]([C@H]1O)O)O)O)O)[C@@H](C(CCCCCCCCCCCCCCCC)O)O)O)O